FC(C=1C=C(C=CC1)C1=CC(=C2C=NC(=NN21)N[C@H]2[C@@H](CN(CC2)S(=O)(=O)C)O)F)F (3R,4R)-4-((7-(3-(difluoromethyl)phenyl)-5-fluoropyrrolo[2,1-f][1,2,4]triazin-2-yl)amino)-1-(methylsulfonyl)piperidin-3-ol